NC(C(CNCC=1C=CC(=NC1OC)C=1C(=C(C=CC1)C1=C(C(=CC=C1)NC(=O)C=1C(N(C(N(C1)C)=O)C)=O)Cl)Cl)(C)C)=O N-(3'-(5-(((3-amino-2,2-dimethyl-3-oxopropyl)amino)methyl)-6-methoxypyridin-2-yl)-2,2'-dichloro-[1,1'-biphenyl]-3-yl)-1,3-dimethyl-2,4-dioxo-1,2,3,4-tetrahydropyrimidine-5-carboxamide